CC1=NC=2C=3C(N(C(C2C=C1)([2H])[2H])C)=C(C=CC3)N 2,6-dimethyl-5,6-dihydrobenzo[h][1,6]naphthyridine-5,5-d2-7-amine